(3s,5r)-1-(3-acetyl-6-chloro-2-pyridinyl)-5-methyl-pyrrolidine-3-carbonitrile C(C)(=O)C=1C(=NC(=CC1)Cl)N1C[C@H](C[C@H]1C)C#N